C(=O)([O-])[C@H](CC(=O)C1=CC2=C(S1)C=C(C=C2F)OC)C 2-((S)-3-carboxylatobutanoyl)-4-fluoro-6-methoxybenzo[b]thiophen